ClC=1C=C(C=NC1)C=1N=C(NC(C1)=O)C=1C=C(CNC(C(C)C)=O)C=CC1C(F)(F)F N-{3-[4-(5-Chloropyridin-3-yl)-6-oxo-1,6-dihydropyrimidin-2-yl]-4-(trifluoromethyl)benzyl}isobutyramide